tert-Butyl (4-methyl-6-morpholinopyridin-2-yl)carbamate CC1=CC(=NC(=C1)N1CCOCC1)NC(OC(C)(C)C)=O